(5-chloro-2-methoxyphenyl)-2-({2-[methyl(phenyl)sulfamoyl]phenyl}amino)acetamide ClC=1C=CC(=C(C1)C(C(=O)N)NC1=C(C=CC=C1)S(N(C1=CC=CC=C1)C)(=O)=O)OC